Diisopentyl 7,7'-((3-((2-(4-(2-((4-(bis(2-hydroxy-6-oxo-6-propoxyhexyl)amino)butanoyl)oxy)ethyl)piperazin-1-yl)ethyl)disulfaneyl)propyl)azanediyl)bis(6-hydroxyheptanoate) OC(CN(CCCC(=O)OCCN1CCN(CC1)CCSSCCCN(CC(CCCCC(=O)OCCC(C)C)O)CC(CCCCC(=O)OCCC(C)C)O)CC(CCCC(=O)OCCC)O)CCCC(OCCC)=O